3-(3-((2-(3-((4,6-Difluoro-1H-indol-5-yl)oxy)phenyl)-1H-imidazol-5-yl)(methylamino)methyl)phenyl)propanoic acid FC1=C2C=CNC2=CC(=C1OC=1C=C(C=CC1)C=1NC(=CN1)C(C=1C=C(C=CC1)CCC(=O)O)NC)F